(S)-2-((4-(3-((4-cyano-2-fluorobenzyl)oxy)-1H-pyrazol-1-yl)piperidin-1-yl)methyl)-1-((tetrahydrofuran-2-yl)methyl)-1H-benzo[d]imidazole-6-carboxylic acid, ammonium salt [NH4+].C(#N)C1=CC(=C(COC2=NN(C=C2)C2CCN(CC2)CC2=NC3=C(N2C[C@H]2OCCC2)C=C(C=C3)C(=O)[O-])C=C1)F